(S)-1-(4-(((8-chloro-3-cyano-4-(neopentylamino)quinolin-6-yl)amino)(quinolin-5-yl)methyl)-1H-1,2,3-triazol-1-yl)cyclopropane-1-carboxamide ClC=1C=C(C=C2C(=C(C=NC12)C#N)NCC(C)(C)C)N[C@H](C=1N=NN(C1)C1(CC1)C(=O)N)C1=C2C=CC=NC2=CC=C1